[Cd].[Sn]=O tin oxide cadmium